ClC1=C(CN2C(C3=CC=CC=C3C2=O)=O)C(=CC=C1)C1(CC1)O 2-(2-chloro-6-(1-hydroxycyclopropyl)benzyl)isoindoline-1,3-dione